NC1=NN2C(C=C(C=C2)C=2C=CC(=C(C2)NC(=O)N2OCC[C@H]2C2=CC=CC=C2)C2CC2)=N1 (S)-N-(5-(2-amino-[1,2,4]triazolo[1,5-a]pyridin-7-yl)-2-cyclopropylphenyl)-3-phenylisoxazolidine-2-carboxamide